C(#N)N1[C@H](C[C@H](C1)O)C(=O)N(C1=CC=C2CCCNC2=C1)C(C(=O)NC1CCCCC1)C=1C=NC=CC1 (2R,4R)-1-cyano-N-(2-(cyclohexylamino)-2-oxo-1-(pyridin-3-yl)ethyl)-4-hydroxy-N-(1,2,3,4-tetrahydroquinolin-7-yl)pyrrolidine-2-carboxamide